tert-butyl (2R)-piperazine-2-carboxylate N1[C@H](CNCC1)C(=O)OC(C)(C)C